ClC=1N=C(C=2OCCNC2N1)NC1CC=2C3=C(NC2CC1)C=CC=N3 2-chloro-N-(6,7,8,9-tetrahydro-5H-pyrido[3,2-b]indol-8-yl)-7,8-dihydro-6H-pyrimido[5,4-b][1,4]oxazin-4-amine